bis(4-nitrobenzoyl) disulphide [N+](=O)([O-])C1=CC=C(C(=O)SSC(C2=CC=C(C=C2)[N+](=O)[O-])=O)C=C1